C(C)N(C(C)C)C(C)C N-ethylbis(isopropyl)amine